benzyl N-[8-(methanesulfonamidomethyl)-6-methyl-imidazo[1,2-a]pyrazin-2-yl]carbamate CS(=O)(=O)NCC=1C=2N(C=C(N1)C)C=C(N2)NC(OCC2=CC=CC=C2)=O